COC1=NC(=CC=C1C1=NC(=C2N=CN(C2=N1)C1OCCCC1)NCC1=CC=C(C=C1)C=1N(C=C(N1)C(F)(F)F)C)OC 2-(2,6-dimethoxypyridin-3-yl)-N-(4-(1-methyl-4-(trifluoromethyl)-1H-imidazol-2-yl)benzyl)-9-(tetrahydro-2H-pyran-2-yl)-9H-purin-6-amine